Dibenzyl 1-((2R,3S)-3-hydroxy-1-((4-methoxybenzyl)oxy)hex-5-en-2-yl)hydrazine-1,2-dicarboxylate O[C@H]([C@@H](COCC1=CC=C(C=C1)OC)N(NC(=O)OCC1=CC=CC=C1)C(=O)OCC1=CC=CC=C1)CC=C